FC1(C(C1)NC(=S)NC=1C=NN2C1N=C(C=C2)N2[C@H](C[C@H](C2)F)C2=C(C=CC(=C2)F)F)F 1-(2,2-difluorocyclopropyl)-3-(5-((2R,4R)-2-(2,5-difluorophenyl)-4-fluoropyrrolidin-1-yl)pyrazolo[1,5-a]pyrimidin-3-yl)thiourea